chloro-3-(trifluoromethyl)pyridazin-4-amine ClC=1C(=C(N=NC1)C(F)(F)F)N